FC[C@H](CN1C(C=2C=C3C(=CC2CC1)N(C(=N3)C=3N(C1=CC=CC=C1C3)CC3(CC3)OC)C)=O)NC(OC(C)(C)C)=O tert-butyl (S)-(1-fluoro-3-(2-(1-((1-methoxycyclopropyl)methyl)-1H-indol-2-yl)-1-methyl-5-oxo-1,5,7,8-tetrahydro-6H-imidazo[4,5-g]isoquinolin-6-yl)propan-2-yl)carbamate